NC1=NC=C(C=N1)NC(=O)N[C@@H](CC)C=1OC2=C(C1C)C=C(C=C2)F (S)-1-(2-aminopyrimidin-5-yl)-3-(1-(5-fluoro-3-methylbenzofuran-2-yl)propyl)urea